COC(=O)C=1C=CC=NC1C(=O)OC 5,6-Dimethoxycarbonylpyridine